3,5-difluorophenylphenol FC=1C=C(C=C(C1)F)C1=C(C=CC=C1)O